4-bromo-5-methyl-6-nitro-1H-indazole BrC1=C2C=NNC2=CC(=C1C)[N+](=O)[O-]